2-(4-(ethylsulfonyl)phenyl)-N-(4-(6-methylbenzo[d]thiazol-2-yl)phenyl)acetamide tert-butyl-(R)-3-(3-iodo-1H-pyrazolo[3,4-b]pyridin-1-yl)piperidine-1-carboxylate C(C)(C)(C)OC(=O)N1C[C@@H](CCC1)N1N=C(C=2C1=NC=CC2)I.C(C)S(=O)(=O)C2=CC=C(C=C2)CC(=O)NC2=CC=C(C=C2)C=2SC1=C(N2)C=CC(=C1)C